The molecule is a 2',3'-cyclic nucleotide(1-) which is obtained from 2',3'-cyclic CMP by removal of a proton from the cyclic phosphate group. It is a conjugate base of a 2',3'-cyclic CMP. C1=CN(C(=O)N=C1N)[C@H]2[C@H]3[C@@H]([C@H](O2)CO)OP(=O)(O3)[O-]